C(#N)C1=NC=CC(=C1C1=C(C=C2C(=CN(C2=C1)CC(C)(C)C)[C@@H](C(F)F)NS(=O)(=O)C1CC1)F)C(F)F N-((1S)-1-(6-(2-cyano-4-(difluoromethyl)pyridin-3-yl)-5-fluoro-1-neopentyl-1H-indol-3-yl)-2,2-difluoroethyl)cyclopropanesulfonamide